3,4'-oxydianiline O(C1=CC=C(N)C=C1)C=1C=C(N)C=CC1